platinum(II) (octaethylporphyrin) C(C)C1=C(C=2C=C3C(=C(C(=CC=4C(=C(C(=CC5=C(C(=C(N5)C=C1N2)CC)CC)N4)CC)CC)N3)CC)CC)CC.[Pt+2]